5-bromo-1-methyl-6-oxo-1,6-dihydropyridine-3-carbohydrazide BrC1=CC(=CN(C1=O)C)C(=O)NN